OC1=CC=C2[C@@H]([C@@H](COC2=C1)C1=CC=CC=C1)C1=CC=C(C=C1)N1CCN(CC1)CC=1C=C2CN(C(C2=CC1)=O)C1C(NC(CC1)=O)=O 3-(5-((4-(4-((3R,4S)-7-hydroxy-3-phenylchroman-4-yl)phenyl)piperazin-1-yl)methyl)-1-oxoisoindoline-2-yl)piperidine-2,6-dione